1,1'-bis(1-hydroxyethyl)ferrocene OC(C)[C-]1C=CC=C1.[C-]1(C=CC=C1)C(C)O.[Fe+2]